N1=C(N=CC=C1)N1N=CN=C1[C@H]1N(CSC1)C(=O)OC(C)(C)C tert-butyl (R)-4-{1-(pyrimidin-2-yl)-1H-1,2,4-triazol-5-yl}thiazolidine-3-carboxylate